N-(2-(6-Chloro-1-methyl-1,3,4,9-tetrahydro-2H-pyrido[3,4-b]indol-2-yl)ethyl)-6-methyl-5-(morpholinomethyl)pyridin-2-amine diformate C(=O)O.C(=O)O.ClC=1C=C2C3=C(NC2=CC1)C(N(CC3)CCNC3=NC(=C(C=C3)CN3CCOCC3)C)C